Cl.ClC=1C=C(C(=C(C1)O)C1=CC2=C(N=N1)N(C=N2)CC2(CCN(CC2)C)F)C 5-Chloro-2-{7-[(4-fluoro-1-methylpiperidin-4-yl)methyl]-7H-imidazo[4,5-c]pyridazin-3-yl}-3-methylphenol hydrochloride